(R)-N-((S)-2-((dimethylamino)methyl)-4,6-dihydrospiro[cyclopenta[d]thiazole-5,4'-piperidine]-4-yl)-2-methylpropane-2-sulfinamide CN(C)CC=1SC2=C(N1)[C@H](C1(CCNCC1)C2)N[S@](=O)C(C)(C)C